(R)-5-(di(pyridin-2-yl)amino)-2-methyl-N-(1-(naphthalen-1-yl)ethyl)benzamide N1=C(C=CC=C1)N(C=1C=CC(=C(C(=O)N[C@H](C)C2=CC=CC3=CC=CC=C23)C1)C)C1=NC=CC=C1